C(C)N1[C@@H](C(=CCC1)C1=CC=2C(=NC=CC2NC=2C(=CC3=C(N=CS3)C2F)F)S1)C (R)-N-(2-(1-ethyl-2-methyl-1,2,5,6-tetrahydropyridin-3-yl)thieno[2,3-b]pyridin-4-yl)-4,6-difluorobenzo[d]thiazol-5-amine